O.O.O.O.O.[Sn](Cl)(Cl)(Cl)Cl tin tetrachloride pentahydrate